N1(N=CN=C1)CCNC=1C=C(C=CC1C=1SC=CC1)NC1=CC=CC=C1 N3-(2-(1H-1,2,4-triazol-1-yl)ethyl)-N1-phenyl-4-(thiophen-2-yl)benzene-1,3-diamine